11-oxo-N-(pyrrolidin-2-ylmethyl)-10,11-dihydrodibenzo[b,f][1,4]thiazepine-8-carboxamide hydrochloride Cl.O=C1NC2=C(SC3=C1C=CC=C3)C=CC(=C2)C(=O)NCC2NCCC2